2-[(3R,5R,8R,9R,10S,13S,14S,17S)-3-hydroxy-3,13-dimethyl-2,4,5,6,7,8,9,10,11,12,14,15,16,17-tetradecahydro-1H-cyclopenta[a]phenanthren-17-yl]-2-methyl-but-3-enal O[C@@]1(CC[C@@H]2[C@H]3CC[C@@]4([C@H](CC[C@H]4[C@@H]3CC[C@@H]2C1)C(C=O)(C=C)C)C)C